(E)-N-(2-(but-3-yn-1-yloxy)phenyl)-3-(4-methoxyphenyl)acrylamide C(CC#C)OC1=C(C=CC=C1)NC(\C=C\C1=CC=C(C=C1)OC)=O